6-(2-Methyl-2H-indazol-5-yl)-2-(1-methyl-1,2,3,6-tetrahydropyridin-4-yl)-1,3-benzothiazol CN1N=C2C=CC(=CC2=C1)C1=CC2=C(N=C(S2)C=2CCN(CC2)C)C=C1